OC1=C(C(=CC(=C1)C(F)(F)F)C)C=1C(N(C(=NN1)N[C@H]1CN(CCC1)C)C)=O (R)-6-(2-Hydroxy-6-methyl-4-(trifluoromethyl)phenyl)-4-methyl-3-((1-methylpiperidin-3-yl)amino)-1,2,4-triazine-5(4H)-one